C(C)(C)(C)OC(=O)N[C@H](C(=O)O)C1(CCC1)C=C (S)-2-((tert-butoxycarbonyl)amino)-2-(1-vinylcyclobutyl)acetic acid